N-[3-chloro-4-(3-hydroxyazetidine-1-carbonyl)phenyl]-4-cyclopropyl-3-(2-methylindazol-4-yl)-1,2-thiazole-5-carboxamide ClC=1C=C(C=CC1C(=O)N1CC(C1)O)NC(=O)C1=C(C(=NS1)C=1C2=CN(N=C2C=CC1)C)C1CC1